N2-Acetyl-N6-[(9H-fluoren-9-ylmethoxy)carbonyl]-L-lysyl-L-valyl-N5-carbamoyl-N-[4-({[(pentafluorophenoxy)carbonyl]oxy}methyl)phenyl]-L-ornithinamide C(C)(=O)N[C@@H](CCCCNC(=O)OCC1C2=CC=CC=C2C=2C=CC=CC12)C(=O)N[C@@H](C(C)C)C(=O)N[C@@H](CCCNC(N)=O)C(=O)NC1=CC=C(C=C1)COC(=O)OC1=C(C(=C(C(=C1F)F)F)F)F